Tert-Butyl 3-(2-hydroxypropan-2-yl)piperidine-1-carboxylate OC(C)(C)C1CN(CCC1)C(=O)OC(C)(C)C